2,3-dichlorobenzonitrile ClC1=C(C#N)C=CC=C1Cl